(S)-4-(((S)-3-fluoro-2-methoxypropyl)(4-(5,6,7,8-tetrahydro-1,8-naphthyridin-2-yl)butyl)amino)-2-(1-(2-(methylsulfonyl)phenyl)cyclopropane-1-carboxamido)butanoic acid FC[C@H](CN(CC[C@@H](C(=O)O)NC(=O)C1(CC1)C1=C(C=CC=C1)S(=O)(=O)C)CCCCC1=NC=2NCCCC2C=C1)OC